4-(6-(4-(piperazin-1-yl)phenyl)pyrazolo[1,5-a]pyrimidine-3-yl)quinoline N1(CCNCC1)C1=CC=C(C=C1)C=1C=NC=2N(C1)N=CC2C2=CC=NC1=CC=CC=C21